Zirconium hydroxide nitrate [N+](=O)([O-])[O-].[OH-].[Zr+2]